(1R,2S)-N-(4-(3-(dimethylamino)phenyl)thiazol-2-yl)-2-(4-methyl-3-(methylsulfonyl)phenyl)cyclopropanecarboxamide CN(C=1C=C(C=CC1)C=1N=C(SC1)NC(=O)[C@H]1[C@H](C1)C1=CC(=C(C=C1)C)S(=O)(=O)C)C